C(C)C1=CC2=C(C(N(N=C2C(C)C)CC(=O)NC2CC(C2)(C)O)=O)S1 2-(2-Ethyl-4-isopropyl-7-oxothieno[2,3-d]pyridazin-6(7H)-yl)-N-((cis)-3-hydroxy-3-methylcyclobutyl)acetamide